1-isopropyl-4-(trifluoromethyl)-1H-imidazol C(C)(C)N1C=NC(=C1)C(F)(F)F